tert-butyl 3-((2-ethoxy-2-oxoethoxy)methyl)-1-(4-isopropyl-2-methylphenyl)-1,4,6,7-tetrahydro-5H-pyrazolo[4,3-c]pyridine-5-carboxylate C(C)OC(COCC1=NN(C2=C1CN(CC2)C(=O)OC(C)(C)C)C2=C(C=C(C=C2)C(C)C)C)=O